C(=C)OC=C vinyl ether